5,6-dinitro-quinoxaline-2,3-dione [N+](=O)([O-])C=1C2=NC(C(N=C2C=CC1[N+](=O)[O-])=O)=O